NC1=NC=C(C=C1CN1C(NC(CC1)=O)=O)Br 1-((2-amino-5-bromopyridin-3-yl)methyl)dihydropyrimidine-2,4(1H,3H)-dione